(R)-1-(4-((S)-1-((tert-butyldimethylsilyl)oxy)ethyl)phenyl)pyrrolidin [Si](C)(C)(C(C)(C)C)O[C@@H](C)C1=CC=C(C=C1)N1CCCC1